CC(CC(=O)O)CCCCCC 3-methyl-pelargonic acid